(3-methyltetrahydrofuran-3-yl) 2-[(1,3-dihydropyrrolo[3,4-c]pyridine-2-carbonylamino)methyl]-6-azaspiro[2.5]octane-6-carboxylate C1N(CC=2C=NC=CC21)C(=O)NCC2CC21CCN(CC1)C(=O)OC1(COCC1)C